2-(4-aminopiperidin-1-yl)-5-(3-(benzyloxy)-4-methoxyphenyl)-4-(4-cyano-3-Fluorophenyl)nicotinonitrile NC1CCN(CC1)C1=C(C#N)C(=C(C=N1)C1=CC(=C(C=C1)OC)OCC1=CC=CC=C1)C1=CC(=C(C=C1)C#N)F